4-[2-(aminomethyl)-5-fluorobenzoyl]-3-fluoropiperidine-1-carboxylic acid benzyl ester C(C1=CC=CC=C1)OC(=O)N1CC(C(CC1)C(C1=C(C=CC(=C1)F)CN)=O)F